C(C=C(C)CCC=C(C)CCC=C(C)C)O farnesylalcohol